BrC1=C(C=C(C(=C1)Cl)OC)C=1SC(=CN1)F 2-(2-bromo-4-chloro-5-methoxy-phenyl)-5-fluoro-thiazole